7-((5-(4-hydroxypiperidin-yl)pyridin-2-yl)amino)-5-methyl-4-(1-methyl-1H-indol-4-yl)isoindolin-1-one OC1CCN(CC1)C=1C=CC(=NC1)NC=1C=C(C(=C2CNC(C12)=O)C1=C2C=CN(C2=CC=C1)C)C